C(C)C1=CC2=C(C3=CC(=CC=C3C(=C2C=C1)OC(=O)OCCCC)CC)OC(=O)OCCCC 2,7-diethyl-9,10-bis(n-butoxycarbonyloxy)anthracene